The molecule is an organophosphate oxoanion arising from deprotonation of three of the four free triphosphate OH groups of farnesyl triphosphate; major species at pH 7.3. It is a conjugate base of a farnesyl triphosphate. It is a conjugate acid of a farnesyl triphosphate(4-). CC(=CCC/C(=C/CC/C(=C/COP(=O)([O-])OP(=O)([O-])OP(=O)(O)[O-])/C)/C)C